FC(C1=NC(=NC(=C1)C1=CC=C(C=C1)C(F)(F)F)B(O)O)(F)F [4-TRIFLUOROMETHYL-6-[4-(TRIFLUOROMETHYL)PHENYL]PYRIMIDIN-2-YL]BORONIC ACID